(S)-6-((5-bromo-1,2,3,4-tetrahydronaphthalen-1-yl)amino)-2-methoxy-5-(trifluoromethyl)nicotinaldehyde BrC1=C2CCC[C@@H](C2=CC=C1)NC1=NC(=C(C=O)C=C1C(F)(F)F)OC